N-[5-[5-[(1R)-1-(3,5-dichloro-4-pyridyl)ethoxy]-1H-indazol-3-yl]-2-methoxy-3-pyridyl]-3-(dimethylamino)propanamide ClC=1C=NC=C(C1[C@@H](C)OC=1C=C2C(=NNC2=CC1)C=1C=C(C(=NC1)OC)NC(CCN(C)C)=O)Cl